FC1=C(CC2=NC3=C(N2[C@@H]2COCC2(C)C)C=C(C=C3)C(=O)O)C=C(C(=C1)C1=NC(=CC=C1)OCC1=C(C=C(C=C1)C(F)(F)F)F)F (S)-2-(2,5-difluoro-4-(6-((2-fluoro-4-(trifluoromethyl)benzyl)oxy)pyridin-2-yl)benzyl)-1-(4,4-dimethyltetrahydrofuran-3-yl)-1H-benzo[d]imidazole-6-carboxylic acid